chloro(diethoxy)phosphane ClP(OCC)OCC